3-(6-iodo-1-methyl-indazol-3-yl)piperidine-2,6-dione IC1=CC=C2C(=NN(C2=C1)C)C1C(NC(CC1)=O)=O